fluoro-4-(trifluoromethyl)-phenylacetic acid FC(C(=O)O)C1=CC=C(C=C1)C(F)(F)F